(E)-2-((S)-2,2-dimethylcyclopropane-1-carbonyl)-N'-hydroxy-6-(thiazole-5-carbonyl)-2,6-diazaspiro[3.4]octane-8-carboximidamide CC1([C@H](C1)C(=O)N1CC2(C1)CN(CC2\C(\N)=N/O)C(=O)C2=CN=CS2)C